FC1=C(C=C(C=C1)F)N1C(C2=CC(=C(C=C2C(=C1)C(=C)C)N1N=C(N(C1=O)CC)CO)F)=O 2-(2,5-Difluorophenyl)-6-(4-ethyl-3-(hydroxymethyl)-5-oxo-4,5-dihydro-1H-1,2,4-triazol-1-yl)-7-fluoro-4-(prop-1-en-2-yl)isoquinolin-1(2H)-one